NC1=C(N=C2N1C=CC=C2C2=CC1=C(C(C(N1)=O)C)C=C2OC)C(=O)NCCC 3-Amino-8-(5-methoxy-3-methyl-2-oxo-2,3-dihydrobenzo[d]Azol-6-yl)-N-propylimidazo[1,2-a]pyridine-2-carboxamide